NC1=CC(=NN1C1CC1)C1(C(OCC1)=O)C 3-(5-amino-1-cyclopropyl-pyrazol-3-yl)-3-methyl-tetrahydrofuran-2-one